C(CC)N1C2=CC=C(C=C2S(C=2C=C(C=CC12)C(C1=CC=CC=C1)(C)C)(=O)=O)C(C1=CC=CC=C1)(C)C 10-n-propyl-3,7-bis(alpha,alpha-dimethylbenzyl)-10H-phenothiazine-5,5-dioxide